1,8-bis-(diphenylphosphinomethyl)naphthalene lithium salt [Li].C1(=CC=CC=C1)P(C1=CC=CC=C1)CC1=CC=CC2=CC=CC(=C12)CP(C1=CC=CC=C1)C1=CC=CC=C1